4-([[(3R,4r)-1-(8-cyanoquinoxalin-5-yl)-4-methylpyrrolidin-3-yl]carbamoyl]methyl)-4-fluoropiperidine-1-carboxylic acid tert-butyl ester C(C)(C)(C)OC(=O)N1CCC(CC1)(F)CC(N[C@H]1CN(C[C@H]1C)C1=C2N=CC=NC2=C(C=C1)C#N)=O